6-((Endo-8-azabicyclo[3.2.1]oct-3-yl)oxy)-N-(4-([1,2,4]triazolo[1,5-a]pyridine-7-yloxy)-3-methylphenyl)pyrido[3,4-d]pyrimidin-4-amine hydrochloride Cl.C12CC(CC(CC1)N2)OC2=CC1=C(N=CN=C1NC1=CC(=C(C=C1)OC1=CC=3N(C=C1)N=CN3)C)C=N2